FC(C1=CC=C(OC2=C(C=C(C=C2)[N+](=O)[O-])C=2C3=C(C(N(C2)C)=O)NC=C3)C=C1)F 4-(2-(4-(difluoromethyl)phenoxy)-5-nitrophenyl)-6-methyl-1,6-dihydro-7H-pyrrolo[2,3-c]pyridin-7-one